1-(5-hydroxy-1,3-dihydro-2H-isoindol-2-yl)-2-(pyridin-2-ylsulfanyl)ethanone OC=1C=C2CN(CC2=CC1)C(CSC1=NC=CC=C1)=O